(S)-(3-((2-(1-ethyl-1H-pyrazol-5-yl)-5-fluoropyridin-4-yl)oxy)azetidin-1-yl)(5-(5-fluoropyridin-3-yl)-4,5-dihydro-1H-pyrazol-1-yl)methanone C(C)N1N=CC=C1C1=NC=C(C(=C1)OC1CN(C1)C(=O)N1N=CC[C@H]1C=1C=NC=C(C1)F)F